bis(4-fluorobenzoyl)-1,4-cyclohexanediamine FC1=CC=C(C(=O)C2(CCC(CC2)(N)C(C2=CC=C(C=C2)F)=O)N)C=C1